BrC=1C=C(C(N(C1)CC1=C(C(=CC=C1)C)F)=O)C(=O)NC 5-bromo-1-(2-fluoro-3-methylbenzyl)-N-methyl-2-oxo-1,2-dihydropyridine-3-carboxamide